(2-(4-(5-(3-methoxypropoxy)pyrazin-2-yl)phenyl)propan-2-yl)carbamic acid 1-azabicyclo[3.2.2]non-4-yl ester N12CCC(C(CC1)CC2)OC(NC(C)(C)C2=CC=C(C=C2)C2=NC=C(N=C2)OCCCOC)=O